4-((4-bromo-2,6-difluorobenzyl)amino)-6-fluoro-7-methoxyquinolin-3-formamide BrC1=CC(=C(CNC2=C(C=NC3=CC(=C(C=C23)F)OC)C(=O)N)C(=C1)F)F